Methyl 2-((5-(2-(4-chloro-2-fluorophenyl)-2-methylbenzo[d][1,3]dioxol-4-yl) thiophen-2-yl) methyl)-1-(2-methoxyethyl)-1H-benzo[d]imidazole-6-carboxylate ClC1=CC(=C(C=C1)C1(OC2=C(O1)C=CC=C2C2=CC=C(S2)CC2=NC1=C(N2CCOC)C=C(C=C1)C(=O)OC)C)F